2-(2,6-dioxopiperidin-3-yl)-4-hydroxy-5-(1H-pyrazol-4-yl)isoindoline-1,3-dione O=C1NC(CCC1N1C(C2=CC=C(C(=C2C1=O)O)C=1C=NNC1)=O)=O